ClC1=C(C(=CC=C1)C)NC(=O)C1=CN=C(S1)NC1=NC(=NC(=C1)NCC=1C(=C2C(N(C(C2=CC1)=O)C1C(NC(CC1)=O)=O)=O)F)C N-(2-chloro-6-methylphenyl)-2-((6-(((2-(2,6-dioxopiperidin-3-yl)-4-fluoro-1,3-Dioxoisoindoline-5-yl)methyl)amino)-2-methylpyrimidin-4-yl)amino)thiazole-5-carboxamide